COC(=O)C1=CC2=C(S1)C=C(C=C2)C(F)(F)F 6-(trifluoromethyl)benzo[b]thiophene-2-carboxylic acid methyl ester